ClC1=CC=C(C=N1)C=1C=2N(C=C(C1)C1C=NN(C1)C)N=CC2C#N 4-(6-Chloropyridin-3-yl)-6-(1-methyl-4,5-dihydro-1H-pyrazol-4-yl)pyrazolo[1,5-a]pyridine-3-carbonitrile